[NH4+].P(=O)(OC1CN(C1)C(CCC1=CC=C(C=C1)OCCCCCCCCCC)=O)(O)O 1-{3-[4-(Decyloxy)phenyl]propanoyl}azetidin-3-yl dihydrogen phosphate ammonium salt